N1C=NC2=C1C=CC(=C2)N2C(C(C2C2=C(C=C(C=C2F)C2=CN=C(S2)C)F)C)=O 1-(1H-benzo[d]imidazol-5-yl)-4-(2,6-difluoro-4-(2-methylthiazol-5-yl)phenyl)-3-methylazetidin-2-one